7-methoxy-1,9-dimethyl-6-(pyrimidine-5-yl)-9H-pyrido[3,4-b]indole COC1=C(C=C2C3=C(N(C2=C1)C)C(=NC=C3)C)C=3C=NC=NC3